3-[5-(2-bromoethoxy)-1H-indazol-1-yl]cyclobutan-1-ol BrCCOC=1C=C2C=NN(C2=CC1)C1CC(C1)O